COC(=O)C=1C(NC(N(N1)C1=CC(=C(C(=C1)Cl)OC1=NNC(C(=C1)C1CCCC1)=O)Cl)=O)=O 2-(3,5-Dichloro-4-((5-cyclopentyl-6-oxo-1,6-dihydropyridazin-3-yl)oxy)phenyl)-3,5-dioxo-2,3,4,5-tetrahydro-1,2,4-triazine-6-carboxylic acid methyl ester